glycerin tris(2-mercaptobutyrate) SC(C(=O)OCC(OC(C(CC)S)=O)COC(C(CC)S)=O)CC